(1r,2s)-1-[4-(5,5-dimethylphenoxy)phenyl]-2-phenyl-tetralin-6-ol CC1(CC=CC(OC2=CC=C(C=C2)[C@H]2[C@H](CCC3=CC(=CC=C23)O)C2=CC=CC=C2)=C1)C